COC1=C(C=C2C=C(N(C2=C1)CC(C)N1CCN(CC1)S(=O)(=O)C)C#N)CN1CCC2(CN(C2)C2=NC=NC3=CC=C(C=C23)CC(F)(F)F)CC1 6-methoxy-1-[2-(4-methyl-sulfonylpiperazin-1-yl)propyl]-5-[[2-[6-(2,2,2-trifluoroethyl)quinazolin-4-yl]-2,7-diazaspiro[3.5]nonan-7-yl]methyl]indole-2-carbonitrile